Water-molybdenum salt [Mo].O